(4-(trifluoromethoxy)phenyl)oxazole-5-carboxylic acid ethyl ester C(C)OC(=O)C1=CN=C(O1)C1=CC=C(C=C1)OC(F)(F)F